1-(2-dimethylaminophenyl)-1H-pyrrole-2,5-dione CN(C1=C(C=CC=C1)N1C(C=CC1=O)=O)C